[Br-].C(=O)(O)CN1C=[N+](C=C1)C 1-carboxymethyl-3-methylimidazolium bromide salt